FC1=C2C(C(=O)NNC2=O)=CC=C1 3-fluorophthalhydrazide